C1C(CC2=CC=CC=C12)NC1=CC=C(N=N1)C(=O)NNC(CC(=O)OCC)=O Ethyl 3-(2-(6-((2,3-dihydro-1H-inden-2-yl)amino)pyridazine-3-carbonyl)hydrazineyl)-3-oxopropanoate